ClC1=CC=C2C(=CNC2=C1F)\C=C/1\C(N(C(N1)=O)CC1=CC(=C(C=C1)F)F)=O (Z)-5-((6-chloro-7-fluoro-1H-indol-3-yl)methylene)-3-(3,4-difluorobenzyl)imidazolidine-2,4-dione